(S)-2-(1-Cyanopyrrolidin-3-yl)-N-(3-(3-(trifluoromethoxy)phenyl)isoOxazol-5-yl)acetamide C(#N)N1C[C@@H](CC1)CC(=O)NC1=CC(=NO1)C1=CC(=CC=C1)OC(F)(F)F